tert-butyl 3-((4-(tert-butoxycarbonyl)piperazin-1-yl)methyl)-6-(ethoxymethyl)-9,9-dimethylacridine-10(9H)-carboxylate C(C)(C)(C)OC(=O)N1CCN(CC1)CC=1C=CC=2C(C3=CC=C(C=C3N(C2C1)C(=O)OC(C)(C)C)COCC)(C)C